[4-(phenoxy)phenyl](2-methylphenyl)sulfoxide O(C1=CC=CC=C1)C1=CC=C(C=C1)S(=O)C1=C(C=CC=C1)C